ClCC(=O)NC1=CC(=CC=C1)C=1NC2=CC=CC=C2C1C(C[N+](=O)[O-])C1=CC=CC=C1 2-chloro-N-(3-(3-(2-nitro-1-phenylethyl)-1H-indol-2-yl)phenyl)acetamide